C(C)C=1C(=CC=C2C=C(C=C(C12)N1CC=2N=C(N=C(C2CC1)N1CC(CCC1)(O)C)OCC1(CC1)CN1CCOCC1)O)F 1-(7-(8-Ethyl-7-fluoro-3-hydroxynaphthalen-1-yl)-2-((1-(morpholinomethyl)cyclopropyl)methoxy)-5,6,7,8-tetrahydropyrido[3,4-d]pyrimidin-4-yl)-3-methylpiperidin-3-ol